N-(2-amino-ethyl)-1,3-propanediamine NCCNCCCN